C(C)(C)(C)C1=NN=C(S1)NC(C(C1=CC=C(C=C1)C=1N=NN(N1)C)C1CC(CC1)(F)F)=O N-(5-(tert-Butyl)-1,3,4-thiadiazol-2-yl)-2-(3,3-difluorocyclopentyl)-2-(4-(2-methyl-2H-tetrazol-5-yl)phenyl)acetamide